ClCC=1SC(=CN1)SC 2-(Chloromethyl)-5-(methylthio)thiazole